BrC1=CC=CC(=N1)C=1N(C(=NN1)SC1C(CCC1)=O)C(C)C 2-((5-(6-bromopyridin-2-yl)-4-isopropyl-4H-1,2,4-triazol-3-yl)thio)cyclopentane-1-one